FC=1SC2=C(C1)C=CC(=C2)C2=NN1C(CNCC1)=C2C2=C1C(=NC=C2)N(C=C1C)CO {4-[2-(2-fluoro-1-benzothiophen-6-yl)-4,5,6,7-tetrahydropyrazolo[1,5-a]pyrazin-3-yl]-3-methyl-1H-pyrrolo[2,3-b]pyridin-1-yl}methanol